2-((3R,5r,7r)-adamantan-1-yl)-N-(10-aminodecyl)acetamide C12(CC3CC(CC(C1)C3)C2)CC(=O)NCCCCCCCCCCN